5-Chloro-N-(3-cyano-4-fluoro-1H-indol-7-yl)-1-(2-hydroxy-2-methyl-propyl)pyrazol-4-sulfonamid ClC1=C(C=NN1CC(C)(C)O)S(=O)(=O)NC=1C=CC(=C2C(=CNC12)C#N)F